6-((6-amino-4-(difluoromethyl)pyridin-2-yl)amino)-4-(((1S,2R)-2-fluorocyclopropyl)amino)-N-methylnicotinamide NC1=CC(=CC(=N1)NC1=NC=C(C(=O)NC)C(=C1)N[C@@H]1[C@@H](C1)F)C(F)F